ClC1([C@H]([C@@H]1C1=C(C(=C(C(=C1F)F)F)F)F)C(=O)O)Cl trans-2,2-dichloro-3-(perfluorophenyl)cyclopropane-1-carboxylic acid